2-(2-methylpyrimidin-5-yl)-2,8-diazaspiro[4.5]decane hydrochloride Cl.CC1=NC=C(C=N1)N1CC2(CC1)CCNCC2